FC1(CC2(CN(C2)C2=CC=C(C=N2)C2=NNC3=CC=C(C=C23)OC(C)C2=C3C(=NC=C2)NC=C3F)C1)F 3-(6-(6,6-difluoro-2-azaspiro[3.3]heptan-2-yl)pyridin-3-yl)-5-(1-(3-fluoro-1H-pyrrolo[2,3-b]pyridin-4-yl)ethoxy)-1H-indazole